(3S)-3-[7-(difluoromethoxy)-1,4-dimethyl-1H-benzotriazol-5-yl]-3-[7-(hydroxymethyl)-1-benzothien-5-yl]propanoic acid ethyl ester C(C)OC(C[C@@H](C=1C=C(C2=C(C=CS2)C1)CO)C1=C(C2=C(N(N=N2)C)C(=C1)OC(F)F)C)=O